C1CN(CCC12CCNCC2)CC2CCC(CC2)N2N=C1C=C(C(=CC1=C2)NC(=O)C2=NC(=CC=C2)C(F)(F)F)OC N-(2-((1r,4r)-4-((3,9-diazaspiro[5.5]undec-3-yl)methyl)cyclohexyl)-6-methoxy-2H-indazol-5-yl)-6-(trifluoromethyl)pyridinecarboxamide